FC=1C=CC(=NC1)C1=NN2C(COC(C2)(C(F)(F)F)C)=C1 2-(5-Fluoropyridin-2-yl)-6-methyl-6-(trifluoromethyl)-6,7-dihydro-4H-pyrazolo[5,1-c][1,4]oxazine